C(CCCCC#C)OCC1=CC=CC=C1 ((Hept-6-yn-1-yloxy)methyl)benzene